[In]=[Se].[Cu].[Ag] silver copper indium selenide